N-(4-(cyclopropaneamido)phenyl)-2-iodobenzamide C1(CC1)C(=O)NC1=CC=C(C=C1)NC(C1=C(C=CC=C1)I)=O